BrC=1SC=2C(=NC(=C(C2)Br)OC)N1 2,6-dibromo-5-methoxythiazolo[4,5-b]pyridine